3,5-dimethyl-2-ethylpyrazine CC=1C(=NC=C(N1)C)CC